(S)-N-(2-methyl-5-(1-methyl-1H-imidazo[4,5-c]pyridin-6-yl)phenyl)-3-phenylisoxazolidine CC1=C(C=C(C=C1)C1=CC2=C(C=N1)N=CN2C)N2OCC[C@H]2C2=CC=CC=C2